OC1=C(OC2=CC=C(C=C2C1=O)O)C1=C(C(=CC=C1)O)O 3,6,2',3'-tetrahydroxyflavone